N1C(NC2=C1C=NC=N2)=O DIHYDROIMIDAZO-PYRIMIDINONE